((1-(phenylsulfonyl)-1H-indol-3-yl)methyl)pentane-1,5-diamine C1(=CC=CC=C1)S(=O)(=O)N1C=C(C2=CC=CC=C12)CC(CCCCN)N